6-(1-propenylpiperidin-4-yl)-4-(4-(pyridin-2-yloxy)phenyl)isoindolin-1-one C(=CC)N1CCC(CC1)C1=CC(=C2CNC(C2=C1)=O)C1=CC=C(C=C1)OC1=NC=CC=C1